FC1=C(OC=2N=CC(=NC2)NC([C@H](C)N2CC(N(CC2)C(=O)[C@]2(CCC=3N(C2)C=CN3)O)(C)C)=O)C=CC(=C1)F (S)-N-(5-(2,4-difluorophenoxy)pyrazin-2-yl)-2-(4-((R)-6-hydroxy-5,6,7,8-tetrahydroimidazo[1,2-a]pyridine-6-carbonyl)-3,3-dimethylpiperazin-1-yl)propanamide